N1CCC(CC1)C1=CC2=C(C(=NO2)N2C(NC(CC2)=O)=O)C=C1 1-(6-(piperidin-4-yl)benzo[d]isoxazol-3-yl)dihydropyrimidine-2,4(1H,3H)-dione